C(C)(C)C1CN(CCC1)C(=O)C=1C=NN2C1C=CC=C2C2=CC=C1CNC(C1=C2)=O 6-(3-(3-isopropylpiperidine-1-carbonyl)pyrazolo[1,5-a]pyridin-7-yl)isoindolin-1-one